ClC chloromethan